OC(C(=O)C=1C=NC(=CC1)C(F)(F)F)O 2,2-dihydroxy-1-[6-(trifluoromethyl)pyridin-3-yl]ethan-1-one